C1(CCCCC1)CCO[C@@H]([C@H](NC(=O)OCC1=CC=C(C=C1)[N+](=O)[O-])C(=O)O)C O-(2-cyclohexylethyl)-N-(((4-nitrobenzyl)oxy)carbonyl)-L-threonine